PHENYL-2,5-DIHYDRO-1H-PYRROLE-1-CARBOXAMIDE C1(=CC=CC=C1)C1N(CC=C1)C(=O)N